C(C)OC(=O)C=1N(C2=CC(=CC(=C2C1)C)Br)C1CC1 6-bromo-1-cyclopropyl-4-methyl-1H-indole-2-carboxylic acid ethyl ester